3-oxa-7,9-diazabicyclo[3.3.1]Nonane-7-carboxylic acid tert-butyl ester C(C)(C)(C)OC(=O)N1CC2COCC(C1)N2